The molecule is a hydroperoxy fatty ester resulting from the formal condensation of the carboxy group of (5Z,9E,11Z,14Z)-8-hydroperoxy-20-hydroxyicosa-5,9,11,14-tetraenoic acid with methanol. It is a hydroperoxy fatty ester, a fatty acid methyl ester, an omega-hydroxy fatty ester and a polyunsaturated fatty ester. COC(=O)CCC/C=C\\CC(/C=C/C=C\\C/C=C\\CCCCCO)OO